7-oxabicyclo[4.1.0]heptan-3-yl methacrylate C(C(=C)C)(=O)OC1CC2OC2CC1